[Na].C(C)(C)(C)C1=NOC(=N1)C(=O)O 3-(tert-butyl)-1,2,4-oxadiazole-5-carboxylic acid sodium